FC1(CC(C1)C=1C=CC(=NC1F)C(NC(=O)C1NCC(C1)F)C1=CC=CC=C1)F N-{[5-(3,3-difluorocyclobutyl)-6-fluoropyridin-2-yl](phenyl)methyl}-4-fluoropyrrolidine-2-carboxamide